FC(OC=1C=C(C=CC1)NC(N)=O)(F)F 3-(3-(trifluoromethoxy)phenyl)urea